4-azaspiro[2.5]Octane-7-carboxamide C1CC12NCCC(C2)C(=O)N